((3-(4-((2-(tert-butyl)-1H-imidazol-1-yl)methyl)phenyl)-5-isobutylthiophen-2-yl)sulfonyl)carbamic acid methyl ester COC(NS(=O)(=O)C=1SC(=CC1C1=CC=C(C=C1)CN1C(=NC=C1)C(C)(C)C)CC(C)C)=O